The molecule is a carboxylic ester arising from the formal condensation of the alcoholic hydroxy group of one molecule of (3R)-3-hydroxybutanoic acid with the the carboxylic acid group of another. It is a sex pheromone in the European spider Linyphia triangularis. It has a role as a pheromone and a fungal metabolite. It is a carboxylic ester and a (3R)-3-hydroxybutanoic acid oligomer. It derives from a butyric acid. It is a conjugate acid of a (R)-3-[(R)-3-hydroxybutanoyloxy]butanoate. C[C@H](CC(=O)O[C@H](C)CC(=O)O)O